5-[7-[[5-[3-(methoxymethyl)azetidine-1-carbonyl]-2-pyridyl]amino]-3-methyl-imidazo[4,5-b]pyridin-5-yl]oxy-4-methyl-pyridine COCC1CN(C1)C(=O)C=1C=CC(=NC1)NC1=C2C(=NC(=C1)OC=1C(=CC=NC1)C)N(C=N2)C